5-chloro-N4-(1-((4-methoxybenzyl)sulfonyl)piperidin-4-yl)-3-nitropyridine-2,4-diamine ClC=1C(=C(C(=NC1)N)[N+](=O)[O-])NC1CCN(CC1)S(=O)(=O)CC1=CC=C(C=C1)OC